CN1N=C(C(=C1)C=1C2=C(N=CN1)C=C(C(=N2)NC(=O)C21COCC1C2)C(F)(F)F)C2=CC=CC=C2 N-(4-(1-methyl-3-phenyl-1H-pyrazol-4-yl)-7-(trifluoromethyl)pyrido[3,2-d]pyrimidin-6-yl)-3-oxabicyclo[3.1.0]hexane-1-carboxamide